methoxyacrolein COC(=O)C=C